ClC1=C(C=C(C(=O)O)C=C1)C1=CN(C=2C1=NC=C(C2)C=2C(=NOC2C)C)C(C)(C2=NC=CC=C2)C2=NC=CC=C2 4-chloro-3-(1-(1,1-di(pyridin-2-yl)ethyl)-6-(3,5-dimethylisoxazol-4-yl)-1H-pyrrolo[3,2-b]pyridin-3-yl)benzoic acid